FC=1C=C(C=CC1)C1=NOC(=N1)[C@H](C)NC(=O)C1=C(N=C(S1)C)C (S)-N-(1-(3-(3-fluorophenyl)-1,2,4-oxadiazol-5-yl)ethyl)-2,4-dimethylthiazole-5-carboxamide